C(#N)N=C(NCCSCC=1N=CNC1C)SC N'-cyano-N-[2-[[(5-methyl-1H-imidazole-4-yl)methyl]thio]ethyl]-S-methylisothiourea